[Cl-].C[N+](CCNC(C=C)=O)(CCCCCCCCCCCCCC)C dimethyl-tetradecyl-(2-acrylamidoethyl)ammonium chloride